CN1CC(C1)CC=1OC(=NN1)[C@@]12CN(C[C@]2(C1)C(F)(F)F)C1=C2C=CC=NC2=C(C=C1)C(F)(F)F 2-((1-methylazetidin-3-yl)methyl)-5-((1S,5R)-5-(trifluoromethyl)-3-(8-(trifluoromethyl)quinolin-5-yl)-3-azabicyclo[3.1.0]hexan-1-yl)-1,3,4-oxadiazole